selenious anhydride O=[Se]=O